C(#N)C=1C=C(CC2=CC=C(CN3N=CC(=C3)C(=O)OCC)C=C2)C=CC1 ethyl 1-(4-(3-cyanobenzyl) benzyl)-1H-pyrazole-4-carboxylate